CN1N=C2C(CN(C=3C(=CC=CC23)NC2=C3C(=NC(=C2)NC(=O)C2CC2)NN(C3=O)C([2H])([2H])[2H])C)=C1 N-(4-((2,5-dimethyl-4,5-dihydro-2H-pyrazolo[4,3-c]quinolin-6-yl)amino)-2-(methyl-d3)-3-oxo-2,3-dihydro-1H-pyrazolo[3,4-b]pyridin-6-yl)cyclopropanecarboxamide